bis[4-(1,1-dimethylethyl)phenyl]iodonium triflate [O-]S(=O)(=O)C(F)(F)F.CC(C)(C)C1=CC=C(C=C1)[I+]C1=CC=C(C=C1)C(C)(C)C